(3-bromomethyl-phenyl)-acetic acid BrCC=1C=C(C=CC1)CC(=O)O